C(C)(C)(C)OC(=O)N1CC2=C(CC1)N=C(O2)C(F)(F)F.[Si](C)(C)(C(C)(C)C)OCC#CC2=NC(=CC=C2)\C=C\[N+](=O)[O-] (E)-2-(3-((tert-butyldimethylsilyl)oxy)prop-1-yn-1-yl)-6-(2-nitrovinyl)pyridine tert-butyl-2-(trifluoromethyl)-6,7-dihydro-4H-oxazolo[5,4-c]pyridine-5-carboxylate